C1(CC1)S(=O)(=O)NC=1C=C(C=CC1)CNC(=O)[C@H]1N(C[C@@H](C1)O)C([C@H](C(C)(C)C)N1N=NC(=C1)C1CC1)=O (2S,4R)-N-[[3-(cyclopropylsulfonylamino)phenyl]methyl]-1-[(2S)-2-(4-cyclopropyltriazol-1-yl)-3,3-dimethyl-butanoyl]-4-hydroxy-pyrrolidine-2-carboxamide